NC1=CC(=C(C=N1)N1C=C(C(C2=CC(=C(N=C12)N1CC2=CC=CC(=C2C1)OC)Cl)=O)C(=O)O)C 1-(6-amino-4-meth-ylpyridin-3-yl)-6-chloro-7-(4-meth-oxyisoindolin-2-yl)-4-oxo-1,4-dihydro-1,8-naphthyridine-3-carboxylic acid